(S)-N-(2-(2-cyano-4,4-difluoropyrrolidin-1-yl)-2-oxoethyl)-6-(3-hydroxy-4-methoxyphenyl)quinoline-4-carboxamide C(#N)[C@H]1N(CC(C1)(F)F)C(CNC(=O)C1=CC=NC2=CC=C(C=C12)C1=CC(=C(C=C1)OC)O)=O